C(C)OC1=NC(=CN=C1)[Sn](CCCC)(CCCC)CCCC 2-ethoxy-6-(tributylstannyl)pyrazine